2-[[5-[2-fluoro-4-(trifluoromethyl)phenyl]-3-methyl-triazol-4-yl]methyl]-5-[3-(2,2,2-trifluoro-ethoxy)azetidin-1-yl]pyridazin-3-one FC1=C(C=CC(=C1)C(F)(F)F)C1=C(N(N=N1)C)CN1N=CC(=CC1=O)N1CC(C1)OCC(F)(F)F